C(CCCCCCCC(=O)[O-])(=O)[O-].CC(C)[NH3+].CC(C)[NH3+] 2-methyl-2-ethyl-ammonium nonanedioate salt